methyl 4-(5-amino-2-((3-chloro-5-fluoropyridin-2-yl) methyl)-3-oxo-7-phenyl-2,3-dihydro-[1,2,4]triazolo[4,3-c]pyrimidin-8-yl)-6-methylpicolinate NC1=NC(=C(C=2N1C(N(N2)CC2=NC=C(C=C2Cl)F)=O)C2=CC(=NC(=C2)C)C(=O)OC)C2=CC=CC=C2